CC12CCCC(C2CCC1C(C)CCCC(C)C)=CC=C1CC(CCC1=C)O 3-[2-[7a-Methyl-1-(6-methylheptan-2-yl)-2,3,3a,5,6,7-hexahydro-1H-inden-4-yliden]ethyliden]-4-methyliden-cyclohexan-1-ol